C(CC(O)(C(=O)OC(CC)(CC(C)C)C)CC(=O)OC(CC)(CC(C)C)C)(=O)OC(CC)(CC(C)C)C tri(3,5-dimethyl-3-hexyl) citrate